C1=CC=CC=2C3=CC=CC=C3C(C12)COC(=O)NCC(=O)N(CC(=O)O)C N-((((9H-fluoren-9-yl)methoxy)carbonyl)glycyl)-N-methylglycine